CC1(OCC(O1)C1=CC=C(C=C1)NC1=NC=C(C(=N1)NCC=1C(=NC=CN1)N(S(=O)(=O)C)C)C(F)(F)F)C N-[3-({[2-{[4-(2,2-dimethyl-1,3-dioxolan-4-yl)phenyl]amino}-5-(trifluoromethyl)pyrimidin-4-yl]amino}methyl)pyrazin-2-yl]-N-methylmethane-sulfonamide